4-bromo-2-(methoxymethyl)pyridine BrC1=CC(=NC=C1)COC